N-[1-[5-(4-cyclopropyltriazol-1-yl)-2-pyridyl]ethyl]thieno[2,3-d]pyrimidin-4-amine C1(CC1)C=1N=NN(C1)C=1C=CC(=NC1)C(C)NC=1C2=C(N=CN1)SC=C2